propyl-tetrahydropyranone C(CC)C1C(OCCC1)=O